ClC1=C(C(=CC=C1)Cl)C1=NOC(=C1C1=CC2(C1)CCN(CC2)C=2C=C1C(=CC(=NC1=CC2)C(=O)O)C(F)(F)F)C(C)C 6-(2-(3-(2,6-dichlorophenyl)-5-isopropylisoxazol-4-yl)-7-azaspiro[3.5]non-1-en-7-yl)-4-(trifluoromethyl)quinoline-2-carboxylic acid